ethyl N-({4-[1-(1-ethoxyethyl)-1H-pyrazol-4-yl]-3-bromo-5-fluoropyridin-2-yl}carbamothioyl)carbamate C(C)OC(C)N1N=CC(=C1)C1=C(C(=NC=C1F)NC(=S)NC(OCC)=O)Br